P(=O)(OCCC1=CNC2=CC=C(C=C12)C1(CC1)C(NC(C=1OC(=CC1)Cl)C1=C(C=C(C=C1)C)C)=O)([O-])[O-].[Na+].[Na+] disodium 2-[5-(1-{[(2,4-dimethylphenyl)(5-chlorofuran-2-yl)methyl] carbamoyl} cyclopropyl)-1H-indol-3-yl]ethyl phosphate